CSC(CSC1=C(C=CC(=C1)SCCCCCCCC)O)CC(CCCC)SC 2,4-dimethylthio-octylthio-4-octylthio-phenol